CCCCCCCC/C=C\CCCCCCCC(=O)OCC1[C@H](C(C([C@@H](O1)O[C@H]2CC[C@@]3([C@H]4CC[C@]5([C@H]([C@@H]4CC=C3C2)CC[C@@H]5[C@H](C)CCCC(C)C)C)C)O)O)O 3-O-(6'-O-(9Z-octadecenoyl)-beta-D-glucopyranosyl)-cholest-5-en-3beta-ol